CC=1N(C=CN1)C1=CC(=NC=N1)N1CCC(CC1)C(=O)OC Methyl 1-[6-(2-methylimidazol-1-yl)pyrimidin-4-yl]piperidine-4-carboxylate